COC=1C=C(C=CC1OC)C=1NC2=CC=C(C=C2C1C(C)C)NC1CCC(CC1)=O 4-(2-(3,4-dimethoxyphenyl)-3-isopropyl-1H-indol-5-ylamino)cyclohexanone